1-[7-(1,3-benzodioxolen-5-yl)-1-oxo-2,4,6-heptatrienyl]Piperidine O1COC2=C1C=CC(=C2)C=CC=CC=CC(=O)N2CCCCC2